benzene-2,6-dialdehyde C1=C(C=CC=C1C=O)C=O